10-undecyne-1-ol C(CCCCCCCCC#C)O